C(C1=CC=CC=C1)C=1N=C(N(C1)COCC[Si](C)(C)C)C(=O)O 4-benzyl-1-((2-(trimethylsilyl)ethoxy)methyl)-1H-imidazole-2-carboxylic acid